tert-butyl N-(2-hydroxyethyl)-N-[[6-[[3-[3-[[5-[[(3R)-3-hydroxypyrrolidin-1-yl]methyl]pyridine-2-carbonyl]amino]-2-methyl-phenyl]-2-methyl-phenyl]carbamoyl]-3-pyridyl]methyl]carbamate OCCN(C(OC(C)(C)C)=O)CC=1C=NC(=CC1)C(NC1=C(C(=CC=C1)C1=C(C(=CC=C1)NC(=O)C1=NC=C(C=C1)CN1C[C@@H](CC1)O)C)C)=O